C(C1=CC=CC=C1)N(S(=O)(=O)C)C1=CC(=CC=C1)CC12CCC(CC1)(N2)[C@H](O)C2=CC(=CC=C2)F N-Benzyl-N-(3-((4-((R)-(3-fluorophenyl)(hydroxy)methyl)-7-azabicyclo[2.2.1]heptan-1-yl)methyl)phenyl)methanesulfonamide